(2-boronoethyl)-2-hydroxy-6-({1-[(1H-tetrazol-1-yl)acetyl]azetidin-3-yl}oxy)benzoic acid B(O)(O)CCC=1C(=C(C(=O)O)C(=CC1)OC1CN(C1)C(CN1N=NN=C1)=O)O